3-(Trifluoromethyl)morpholine hydrochloride Cl.FC(C1NCCOC1)(F)F